3-[(1R)-1-(2,5-dimethylpyrrol-1-yl) ethyl]Benzyl benzoate C(C1=CC=CC=C1)(=O)OCC1=CC(=CC=C1)[C@@H](C)N1C(=CC=C1C)C